FC(C=1C=CC=2N(N1)C(=CN2)C2=CC(=NC=N2)N2C(C(N(CC2)CCOC)CNS(=O)(=O)C)C)F N-((4-(6-(6-(Difluoromethyl)imidazo[1,2-b]pyridazin-3-yl)pyrimidin-4-yl)-1-(2-methoxyethyl)-3-methylpiperazin-2-yl)methyl)methanesulfonamide